C(C=C)(=O)[O-] (Z)-acrylate